2-amino-4-[3,5-bis(trifluoromethyl)phenyl]amino-1,3,5-triazine NC1=NC=NC(=N1)NC1=CC(=CC(=C1)C(F)(F)F)C(F)(F)F